(1s,2s)-(+)-N,N'-dimethylcyclohexane-1,2-diamine CN[C@H]1CCCC[C@@H]1NC